COC1=CN=C2C(=N1)N(C(C(=C2)C2CCNCC2)=O)CC2=NC=CN=C2C(F)(F)F 3-methoxy-7-(piperidin-4-yl)-5-((3-(trifluoromethyl)pyrazin-2-yl)methyl)pyrido[2,3-b]pyrazin-6(5H)-one